tert-butyl (S)-4-(3-cyclobutyl-1H-pyrrolo[3,2-c]pyridin-4-yl)-3-methylpiperazine-1-carboxylate C1(CCC1)C1=CNC2=C1C(=NC=C2)N2[C@H](CN(CC2)C(=O)OC(C)(C)C)C